COC(CCCCCCC(OCC)OC(CCCCCCC(OC)OC)OCC)OC dimethoxyheptylethoxymethyl ether